(2R)-N-[5-[(3-fluorophenyl)methyl]thiazol-2-yl]-2-methyl-pyrrolidine-2-carboxamide FC=1C=C(C=CC1)CC1=CN=C(S1)NC(=O)[C@@]1(NCCC1)C